C1(CCCCC1)C(COCC)(COC)CCC(Cl)Cl 2-cyclohexyl-2-(3,3-dichloropropyl)-1-ethoxy-3-methoxy-propane